ClC1=C(C=CC(=C1)[N+](=O)[O-])NC([C@@H](CC1=CC=CC=C1)NC(C1=CC=C(C=C1)N(C)C)=O)=O (R)-N-(1-((2-chloro-4-nitrophenyl)amino)-1-oxo-3-phenylpropan-2-yl)-4-(dimethylamino)benzamide